pyrazolo[3,4-b]indole-5-sulfonamide N1=NC=C2C1=NC1=CC=C(C=C21)S(=O)(=O)N